C1(CCCC1)C1=C(C(NC(=N1)C=1C=NN(C1)C(C)C)=O)I 6-cyclopentyl-5-iodo-2-(1-isopropyl-1H-pyrazol-4-yl)-4(3H)-pyrimidinone